N1=CN=CC2=C1OCC(=C2)C(=O)O 7H-pyrano[2,3-d]pyrimidine-6-carboxylic acid